C1(=CC=CC=2C=CC=3C=C4C=CC=CC4=CC3C21)C2=COC=1C2=CC=C2C1C=CC1=CC=CC=C12 (benzoanthracenyl)(naphthobenzofuran)